C(C=1C(O)=CC=CC1)(=O)OCCCCC Amyl salicylate